O1C=C(C=C1)C(=O)O trans-3-furoic acid